[4-(9-phenyl-9H-fluoren-9-yl)phenyl]-6-phenyldibenzothiophene C1(=CC=CC=C1)C1(C2=CC=CC=C2C=2C=CC=CC12)C1=CC=C(C=C1)C1=CC=CC=2SC3=C(C21)C=CC=C3C3=CC=CC=C3